tert-Butyl-4-aminopiperidine zinc manganese sulfate hydrate O.S(=O)(=O)([O-])[O-].[Mn+2].[Zn+2].C(C)(C)(C)N1CCC(CC1)N.S(=O)(=O)([O-])[O-]